FC1=C(N)C=C(C(=C1)F)C1=C(C=CC=C1)C=C 2,4-difluoro-5-(2-vinylphenyl)aniline